6-fluoro-5-((triisopropylsilyl)ethynyl)naphthalene FC=1C(=C2C=CC=CC2=CC1)C#C[Si](C(C)C)(C(C)C)C(C)C